COCCNC1=NC=C(C=N1)C1=CC=C2C=CC(=CC2=C1)O 7-(2-((2-methoxyethyl)amino)pyrimidin-5-yl)naphthalen-2-ol